6-(4-fluorophenyl)-N-(trans-4-morpholinocyclohexyl)-9H-pyrimido[4,5-b]indol-4-amine FC1=CC=C(C=C1)C=1C=C2C3=C(NC2=CC1)N=CN=C3N[C@@H]3CC[C@H](CC3)N3CCOCC3